C(C#CCCCC#N)#N heptyne-1,7-dinitrile